FC=1C=C(C=CC1OC1=C2C(=NC=C1)N(C=C2C(C)C)COCC[Si](C)(C)C)NC(OC2=CC=CC=C2)=O phenyl (3-fluoro-4-{[3-(propan-2-yl)-1-{[2-(trimethylsilyl)ethoxy]methyl}-1H-pyrrolo[2,3-b]pyridin-4-yl]oxy}phenyl)carbamate